Trisodium 3,3',3''-phosphinetriyltris(benzene-1-sulphonate) P(C=1C=C(C=CC1)S(=O)(=O)[O-])(C=1C=C(C=CC1)S(=O)(=O)[O-])C=1C=C(C=CC1)S(=O)(=O)[O-].[Na+].[Na+].[Na+]